(R)-6-(4-(1-methoxypropane-2-yl)-4H-1,2,4-triazole-3-yl)picolinic acid COC[C@@H](C)N1C(=NN=C1)C1=CC=CC(=N1)C(=O)O